(R)-2-Cyclopropyl-6-(2'-methoxy-4'-methyl-3,4,5,6-tetrahydro-2H-[1,3']bipyridinyl-4-yl)-7-methyl-4-(2-trifluoromethyl-benzyl)-2,4,6,7-tetrahydro-pyrazolo[4,3-d]pyrimidin-5-on C1(CC1)N1N=C2C(N(C(N([C@@H]2C)C2CCN(CC2)C=2C(=NC=CC2C)OC)=O)CC2=C(C=CC=C2)C(F)(F)F)=C1